1-tert-Butyldimethylsilanyloxy-3-n-butyl-4-chloro-2,3-dihydro-isoindole [Si](C)(C)(C(C)(C)C)OC1NC(C2=C(C=CC=C12)Cl)CCCC